N1N=CC(=C1)C=1C2=C(C(=NC1)NCC=1C=C(C=CC1)NC(=O)C=1SC=3CN(CCC3N1)C)CCO2 N-(3-(((7-(1H-Pyrazol-4-yl)-2,3-dihydrofuro[3,2-c]pyridin-4-yl)amino)methyl)phenyl)-5-methyl-4,5,6,7-tetrahydrothiazolo[5,4-c]pyridin-2-carboxamid